(3,5-bis(trifluoromethyl)phenyl)methanamine FC(C=1C=C(C=C(C1)C(F)(F)F)CN)(F)F